F[C@]1(CN(CC1)C1=NC(=CC(=N1)NC(C1=C(C=C(C=C1)NS(=O)(=O)CCO)N1CCC2(CC2)CC1)=O)C)C (R)-N-(2-(3-Fluoro-3-methylpyrrolidin-1-yl)-6-methylpyrimidin-4-yl)-4-((2-hydroxyethyl)sulfonamido)-2-(6-azaspiro[2.5]octan-6-yl)benzamide